C1(CC1)[C@@H](C(=O)N[C@H]1C2=C(C(N3N(C1=O)CC1(CC1)C3)=O)C=CC=C2)CC(=O)NC2=CC(=NN2C)NC(C(C)C)=O (S)-2-Cyclopropyl-N1-((S)-5,11-dioxo-10,11-dihydro-1H,3H,5H-spiro[benzo[d]pyrazolo[1,2-a][1,2]diazepin-2,1'-cyclopropan]-10-yl)-N'-(3-isobutyramido-1-methyl-1H-pyrazol-5-yl)succinamid